Cl.ClC1=C(C=CC=C1C)[C@H]1NCC[C@H]1OCCOC (2R,3R)-2-(2-chloro-3-methyl-phenyl)-3-(2-methoxyethoxy)pyrrolidine hydrochloride